4-chloro-2-benzoylazobenzene ClC1=CC(=C(C=C1)N=NC1=CC=CC=C1)C(C1=CC=CC=C1)=O